boron n-butoxide [O-]CCCC.[B+3].[O-]CCCC.[O-]CCCC